Ethyl 1-(3-chloro-5-iodo-6-(4-methoxybutyl)pyrazin-2-yl)piperidine-4-carboxylate ClC=1C(=NC(=C(N1)I)CCCCOC)N1CCC(CC1)C(=O)OCC